phenyl (3,4,5-trifluorophenyl)carbamate FC=1C=C(C=C(C1F)F)NC(OC1=CC=CC=C1)=O